C1(CCCCC1)C1=NOC(=C1CO[C@H]1[C@@H]2CN([C@H](C1)C2)C(=O)OCC2=CC=CC=C2)C2CC2 benzyl (1S,4S,5R)-5-((3-cyclohexyl-5-cyclopropylisoxazol-4-yl)methoxy)-2-azabicyclo[2.2.1]heptane-2-carboxylate